C1(CC1)C1N(CCOC1)C(=O)N1CC2(CCCC2)C(CC1)(O)CN1C=NC(=CC1=O)C1=CC=CC=C1 3-((7-(3-Cyclopropylmorpholine-4-carbonyl)-10-hydroxy-7-azaspiro[4.5]decan-10-yl)methyl)-6-phenylpyrimidin-4(3H)-one